3,3'-((4,6-Dibromo-1,3-phenylene)bis(oxy))bis(chlorobenzene) BrC1=C(C=C(C(=C1)Br)OC=1C=C(C=CC1)Cl)OC=1C=C(C=CC1)Cl